N1=C(C=CC=C1)SSC1=NC=CC=C1 ortho-pyridyl disulphide